ethyl 5-amino-1-(3-fluoropyridin-2-yl)-1H-pyrazole-4-carboxylate [ethyl 5-amino-1-(3-fluoropyridin-2-yl)-1H-pyrazole-4-carboxylate] C(C)C1=NN(C(=C1C(=O)O)N)C1=NC=CC=C1F.NC1=C(C=NN1C1=NC=CC=C1F)C(=O)OCC